[(2R,3R,4S,5R)-2-(4-benzamido-5-fluoro-2-oxo-pyrimidin-1-yl)-4-benzyloxy-5-(benzyloxymethyl)-5-methyl-tetrahydrofuran-3-yl] acetate C(C)(=O)O[C@H]1[C@@H](O[C@]([C@H]1OCC1=CC=CC=C1)(C)COCC1=CC=CC=C1)N1C(N=C(C(=C1)F)NC(C1=CC=CC=C1)=O)=O